1H-Phenalen-1-on C1(C=CC2=CC=CC3=CC=CC1=C23)=O